Tert-butyl 4-(2-(3-(3H-[1,2,3]triazolo[4,5-b]pyridin-5-yl)benzamido)ethyl)piperidine-1-carboxylate N1=NNC2=NC(=CC=C21)C=2C=C(C(=O)NCCC1CCN(CC1)C(=O)OC(C)(C)C)C=CC2